FC(N1N=CC(=C1C(=O)OCC)[N+](=O)[O-])F ethyl 1-(difluoromethyl)-4-nitro-1H-pyrazole-5-carboxylate